2-(caproyloxy)dodecane C(CCCCC)(=O)OC(C)CCCCCCCCCC